2-(3-chloropyrazol-1-yl)ethynyl(triisopropyl)silane ClC1=NN(C=C1)C#C[Si](C(C)C)(C(C)C)C(C)C